ClC1=C2C(=NC=C1C=1C=C(C=CC1)N1C(NCC1C)=O)NCC21CC1 1-(3-(4'-Chloro-1',2'-dihydrospiro[cyclopropane-1,3'-pyrrolo[2,3-b]pyridin]-5'-yl)phenyl)-5-methylimidazolidin-2-one